NC1=NC(N(C=C1)C1=CC=C(C=C1)C[C@@H](C(=O)OC)NC(=O)OC(C)(C)C)=O methyl (S)-3-(4-(4-amino-2-oxopyrimidin-1(2H)-yl)phenyl)-2-((t-butoxycarbonyl)amino)propanoate